CNC(C1=NC(=C(C=C1)N1CCN(CC1)CC1=CN=C(O1)NC(=O)NC)C)=O N,6-dimethyl-5-(4-((2-(3-methylureido)oxazol-5-yl)methyl)piperazin-1-yl)picolinamide